C(C1=CC=CC=C1)OC(=O)N1CCC2(CC(CO2)NC(=O)OC(C)(C)C)CC1 3-((tert-Butoxycarbonyl)amino)-1-oxa-8-azaspiro[4.5]Decane-8-carboxylic acid benzyl ester